(3S)-3-((2S)-2-amino-4-(azetidin-1-yl)-3-hydroxy-4-oxobutyl)piperidin-2-one trifluoroacetic acid salt FC(C(=O)O)(F)F.N[C@@H](C[C@H]1C(NCCC1)=O)C(C(=O)N1CCC1)O